[2H]C1=C(C2=C3C(=C1[2H])C4=C(C(=C(C5=C4C6=C(C(=C5[2H])[2H])C(=C(C(=C36)C(=C2[2H])[2H])[2H])[2H])[2H])[2H])[2H])[2H] benzo[ghi]perylene-d12